N'-(2-chlorophenyl)-5-methyl-3-(trifluoromethyl)-1H-pyrazole-4-sulfonyl-hydrazine ClC1=C(C=CC=C1)NNS(=O)(=O)C=1C(=NNC1C)C(F)(F)F